P(=O)([O-])([O-])[O-].[Al+3].[Ti+4].[La+3] Lanthanum Titanium Aluminum Phosphate